CC=1C(C2=CC(=CC=C2C1)C)O trans-2,6-dimethyl-indenol